3-amino-2-chloro-6-methylphenol NC=1C(=C(C(=CC1)C)O)Cl